CC(C(=O)OC)=C monomethyl alcohol (methyl)acrylate